C(C)OC=1C=C(C=CC1OCC)B(O)O (3,4-DIETHOXYPHENYL)BORANEDIOL